5-[4-(2-tetrahydropyran-4-yloxyethoxy)phenoxy]-7-[4-(trideuteriomethyl)-1,2,4-triazol-3-yl]imidazo[1,5-a]pyridine O1CCC(CC1)OCCOC1=CC=C(OC2=CC(=CC=3N2C=NC3)C3=NN=CN3C([2H])([2H])[2H])C=C1